5-(2-chloro-3,6-dimethylphenoxy)-2,2-dimethylpentanoic acid ClC1=C(OCCCC(C(=O)O)(C)C)C(=CC=C1C)C